3-Fluoro-N-((6-fluoropyridin-3-yl)methyl)-5-((6-(1-methyl-1H-pyrazol-5-yl)-1-oxoisoquinolin-2(1H)-yl)methyl)benzamide FC=1C=C(C(=O)NCC=2C=NC(=CC2)F)C=C(C1)CN1C(C2=CC=C(C=C2C=C1)C1=CC=NN1C)=O